BrC=1C=CC=C2C(N(C(C12)=O)C1C(NC(CC1)=O)=O)=O 7-Bromo-2-(2,6-dioxopiperidin-3-yl)-1,3-dioxoisoindoline